(3,5-bis(trifluoromethyl)phenyl)(2-(1-methyl-4-nitro-1H-imidazol-5-yl)-2H-1,2,3-triazol-4-yl)methanone FC(C=1C=C(C=C(C1)C(F)(F)F)C(=O)C1=NN(N=C1)C1=C(N=CN1C)[N+](=O)[O-])(F)F